(3-chlorophenyl)-(3-hydroxycyclobutyl)methanone 3'-O-(2-nitrobenzyl)-2'-Deoxyadenosine-5'-Triphosphate P(O)(=O)(OP(=O)(O)OP(=O)(O)O)OC[C@@H]1[C@H](C[C@@H](O1)N1C=NC=2C(N)=NC=NC12)OCC1=C(C=CC=C1)[N+](=O)[O-].ClC=1C=C(C=CC1)C(=O)C1CC(C1)O